2-[7-Cyano-2-(hydroxymethyl)indan-5-yl]oxyacetamide Sodium borohydride [BH4-].[Na+].C(#N)C=1C=C(C=C2CC(CC12)CO)OCC(=O)N